7-bromo-6-ethoxy-4-(6-(6-((6-methoxypyridin-3-yl)methyl)-3,6-diazabicyclo[3.1.1]hept-3-yl)pyridin-3-yl)-1H-pyrazolo[3',4':3,4]pyrazolo[1,5-a]pyridine BrC1=C(C=C(C=2N1N=C1C2C=NN1)C=1C=NC(=CC1)N1CC2N(C(C1)C2)CC=2C=NC(=CC2)OC)OCC